OC1=CC=C(C=2C(C3=CC=CC=C3C(C12)=O)=O)NC1=CC=C(C=C1)C 1-hydroxy-4-(p-tolylamino)anthracene-9,10-dione